COC=1C=C(CCNC(CC2=CC(=C(C(=C2)OCC2=CC=CC=C2)OC)OCC2=CC=CC=C2)=O)C=CC1 N-(3-methoxyphenethyl)-(3,5-dibenzyloxy-4-methoxyphenyl)acetamide